The molecule is an organosulfonate oxoanion obtained by deprotonation of the sulfo group of 3-[(4-anilinophenyl)diazenyl]benzene-1-sulfonic acid. It is a conjugate base of a 3-[(4-anilinophenyl)diazenyl]benzene-1-sulfonic acid. C1=CC=C(C=C1)NC2=CC=C(C=C2)N=NC3=CC(=CC=C3)S(=O)(=O)[O-]